CN(S(=O)(=O)C)C1=C(CNC2=CC(=NC=C2C(F)(F)F)NC2=CC=C(C(=O)O)C=C2)C=CC=C1 4-((4-((2-(N-Methylmethylsulfonamido)benzyl)amino)-5-(trifluoromethyl)-pyridin-2-yl)amino)benzoic acid